N(=[N+]=[N-])CC1=NC(=CC=C1)COC 2-(azidomethyl)-6-(methoxymethyl)pyridine